ClC1=C(C=NN1[C@@H]1C(C1)(F)F)NC1=NC2=CC(=C(C=C2C=N1)C#N)[C@@H]1[C@H](CN(CC1)C1COC1)F (S)-(3R,4R)-2-((5-chloro-1-(2,2-difluorocyclopropyl)-1H-pyrazol-4-yl)amino)-7-(3-fluoro-1-(oxetan-3-yl)piperidin-4-yl)quinazoline-6-carbonitrile